NC=1C2=C(N=C(N1)SC)CN(C2=O)C amino-6-methyl-2-(methylsulfanyl)-7H-pyrrolo[3,4-d]pyrimidin-5-one